NC=1C=NC(=C(C(=O)OC)C1)CC Methyl 5-amino-2-ethylnicotinate